tert-butyl 4-ethyl-5-oxo-4,7-diazaspiro[2.5]octane-7-carboxylate C(C)N1C2(CC2)CN(CC1=O)C(=O)OC(C)(C)C